FC=1C=C(OCCN2CCC3(CC2)C(NC2=CC=C(C=C23)C#N)=O)C=C(C1C(C)S(=O)(=O)C)F 1'-{2-[3,5-difluoro-4-(1-methanesulfonyl-ethyl)phenoxy]ethyl}-2-oxo-1,2-dihydrospiro[indole-3,4'-piperidine]-5-carbonitrile